Cl.Cl.Cl.Cl.N(=NC(C(=N)NC1=CC=C(C=C1)N)(C)C)C(C(=N)NC1=CC=C(C=C1)N)(C)C 2,2'-azobis[N-(4-amino-phenyl)-2-methylpropionamidine]-tetrahydrochloride